ClC1=C(SC=C1)C1=CC(=NC2=C(N=CC=C12)C1=CC=NN1)N1CCOCC1 4-(3-chlorothiophen-2-yl)-2-(morpholin-4-yl)-8-(1H-pyrazol-5-yl)-1,7-naphthyridine